3-methyl-1-[8-(oxan-2-yloxy)octyl]indazole-6-carboxylic acid CC1=NN(C2=CC(=CC=C12)C(=O)O)CCCCCCCCOC1OCCCC1